4-(tert-butyl) 1-ethyl 2-(9-(tert-butoxycarbonyl)-9H-carbazol-2-yl)succinate C(C)(C)(C)OC(=O)N1C2=CC=CC=C2C=2C=CC(=CC12)C(C(=O)OCC)CC(=O)OC(C)(C)C